4-cyano-N-[2-cyano-5-[[2,6-dichloro-4-[1,2,2,2-tetrafluoro-1-(trifluoromethyl)ethyl]phenyl]carbamoyl]phenyl]-2-methyl-benzamide C(#N)C1=CC(=C(C(=O)NC2=C(C=CC(=C2)C(NC2=C(C=C(C=C2Cl)C(C(F)(F)F)(C(F)(F)F)F)Cl)=O)C#N)C=C1)C